4-{(S)-2-[(S)-2-(methoxycarbonylamino)-3-phenyl-propionylamino]-2-[2-(thiophen-2-yl)thiazol-4-yl]ethyl}phenylaminosulfonic acid ammonium salt [NH4+].COC(=O)N[C@H](C(=O)N[C@@H](CC1=CC=C(C=C1)NS(=O)(=O)[O-])C=1N=C(SC1)C=1SC=CC1)CC1=CC=CC=C1